O=C1N(C(C2=CC=CC=C12)=O)OC[C@H]1N(CC(C1)(F)F)C(=O)OC(C)(C)C tert-butyl (S)-2-(((1,3-dioxoisoindolin-2-yl)oxy)methyl)-4,4-difluoropyrrolidine-1-carboxylate